CN1N=NC2=C1C=CC(=C2C)C(C(C(=O)O)(C)C)C2=CC(=C(C=C2)C)CN2C[C@H](OC1=CC=3C(=CC=NC3C=C1C2)OC)CC 3-(1,4-dimethyl-1H-benzo[d][1,2,3]triazol-5-yl)-3-(3-(((R)-2-ethyl-10-methoxy-2,3-dihydro-[1,4]oxazepino[7,6-g]quinolin-4(5H)-yl)methyl)-4-methylphenyl)-2,2-dimethylpropionic acid